C1(CC1)C(COCCOC1CCN(CC1)C(=O)OC(C)(C)C)O tert-butyl 4-[2-(2-cyclopropyl-2-hydroxy-ethoxy)ethoxy]piperidine-1-carboxylate